C1(=CC=CC=C1)S(=O)(=O)N[C@@H]1CC[C@H](OC1)CN1CCC2(CNC2)CC1 7-(((2S,5R)-5-(phenylsulfonamido)tetrahydro-2H-pyran-2-yl)methyl)-2,7-diazaspiro[3.5]nonan